CC1=C(C(=CC(=C1)C)C1=CC(=CC(=C1)C)C)C1C(COCC2C(O2)C=2C(=CC(=CC2C)C)C2=CC(=CC(=C2)C)C)O1 3,3',5,5'-tetramethylbiphenylglycidyl ether